N=1N(N=CC1)C1=C(C=CC=C1)C(=O)N1[C@@H]2[C@@H](C[C@H](C1)C2)NC2=NC=C(C=C2)Br (2-(2H-1,2,3-triazol-2-yl)phenyl)((1S,4S,6R)-6-((5-bromopyridin-2-yl)amino)-2-azabicyclo[2.2.1]heptan-2-yl)methanone